C(C)S(=O)(=O)C=1C=C(C=C(C1)C1(CC(C1)C)C1=NN=CN1C)N1C(C2=CC(=CC(=C2C1)C(F)(F)F)CN1C[C@H](CCC1)C)=O 2-(3-(ethylsulfonyl)-5-((1S,3R)-3-methyl-1-(4-methyl-4H-1,2,4-triazol-3-yl)cyclobutyl)phenyl)-6-(((S)-3-methylpiperidin-1-yl)methyl)-4-(trifluoromethyl)isoindol-1-one